1-{1-(phenylsulfonyl)-5-[(tetrahydro-2H-pyran-4-ylamino)methyl]-1H-indol-3-yl}-1-ethanone C1(=CC=CC=C1)S(=O)(=O)N1C=C(C2=CC(=CC=C12)CNC1CCOCC1)C(C)=O